FC=1C=C2C(=C(NC2=CC1)C(=O)OCC)C=1N=NN(C1)CC1CCN(CC1)CCNS(=O)(=O)C1=CC2=CC=CC=C2C=C1 Ethyl 5-fluoro-3-(1-((1-(2-(naphthalene-2-sulfonamido) ethyl) piperidin-4-yl) methyl)-1H-1,2,3-triazol-4-yl)-1H-indole-2-carboxylate